2-vinylpyridin-4-formaldehyde C(=C)C1=NC=CC(=C1)C=O